hexahydro-1H-2lambda6-thieno[3,4-c]pyrrole C1[SH4]CC2C1CNC2